8-bromo-2,6-dichloro-3-(cyclobutylmethyl)quinazolin-4-one BrC=1C=C(C=C2C(N(C(=NC12)Cl)CC1CCC1)=O)Cl